4-(6-(1,5-dimethyl-6-oxo-1,6-dihydropyridin-3-yl)-7-(prop-1-en-2-yl)-5-((2-(trimethylsilyl)ethoxy)methyl)-5H-pyrrolo[3,2-d]pyrimidin-2-yl)piperidine-1-carboxylic acid tert-butyl ester C(C)(C)(C)OC(=O)N1CCC(CC1)C=1N=CC2=C(N1)C(=C(N2COCC[Si](C)(C)C)C2=CN(C(C(=C2)C)=O)C)C(=C)C